CC(C)C[C@@H](C(=O)O)NC(=O)C[C@@H](C(=O)O)N The molecule is a dipeptide that is the N-(L-beta-aspartyl) derivative of L-leucine. It has a role as a human urinary metabolite. It derives from an aspartic acid and a leucine.